C(C)(=O)O[C@H]1[C@H]([C@H]([C@@H]([C@@H]([C@H]1OC1O[C@@H](CC[C@H]1N=[N+]=[N-])[C@H](C)N(C(=O)OCC1=CC=CC=C1)CC1=CC=CC=C1)NC(=O)OCC1=CC=CC=C1)O)NC(=O)OCC1=CC=CC=C1)CC(=O)[O-] [(1S,2S,3R,4S,5S,6R)-2-acetoxy-3-[(3R,6S)-3-azido-6-[(1S)-1-[benzyl(benzyloxycarbonyl)amino]ethyl]tetrahydropyran-2-yl]oxy-4,6-bis(benzyloxycarbonylamino)-5-hydroxy-cyclohexyl]acetate